N-(4-(3-amino-7-(1-isobutyrylpiperidin-4-yl)-[1,2,4]triazolo[4,3-a]pyridin-5-yl)phenyl)-1-isopropyl-2,4-dioxo-3-(pyridin-2-yl)-1,2,3,4-tetrahydropyrimidine-5-carboxamide NC1=NN=C2N1C(=CC(=C2)C2CCN(CC2)C(C(C)C)=O)C2=CC=C(C=C2)NC(=O)C=2C(N(C(N(C2)C(C)C)=O)C2=NC=CC=C2)=O